ClC=1C(=NN(C1)C)C(=O)N1[C@H](CN(CC1)CC(=O)C1=CC=C(C=C1)F)C 2-[(S)-4-(4-Chloro-1-methyl-1H-pyrazole-3-carbonyl)-3-methyl-piperazin-1-yl]-1-(4-fluoro-phenyl)-ethanone